(R)-2-fluoro-N-((1-(thiazol-4-yl)ethyl)carbamoyl)-4-(trifluoromethyl)benzamide FC1=C(C(=O)NC(N[C@H](C)C=2N=CSC2)=O)C=CC(=C1)C(F)(F)F